3-bromo-2,4,6-trifluoro-benzenesulfonyl chloride BrC=1C(=C(C(=CC1F)F)S(=O)(=O)Cl)F